6-((1,1,3,3-tetrafluoropropan-2-yl)oxy)pyridin FC(C(C(F)F)OC1=CC=CC=N1)F